Chloro-N-(6-methylpyridin-2-yl)-2-morpholinooxazolo[4,5-b]pyridine-6-carboxamide ClC1=C(C=C2C(=N1)N=C(O2)N2CCOCC2)C(=O)NC2=NC(=CC=C2)C